C(C=C)C=1C(=NN(C1)C)C1=C(C=C(C(=N1)C(=O)O)NC(=O)OC(C)(C)C)C(F)(F)F 6-(4-allyl-1-methyl-pyrazol-3-yl)-3-(tert-butoxycarbonylamino)-5-(trifluoromethyl)pyridine-2-carboxylic acid